(1R,2R,3R)-N-[7-chloro-6-[4-((3R,4R)-4-fluoro-3-methyl-tetrahydrofuran-3-yl)piperazin-1-yl]-3-isoquinolyl]-2-ethyl-3-(2-pyridyl)cyclopropanecarboxamide ClC1=C(C=C2C=C(N=CC2=C1)NC(=O)[C@@H]1[C@@H]([C@H]1C1=NC=CC=C1)CC)N1CCN(CC1)[C@@]1(COC[C@@H]1F)C